4-chloro-10-[2,6-difluoro-4-({[(3R)-morpholin-3-yl]methyl}amino)phenyl]-8-ethyl-9-oxo-6,8,10-triazatricyclo[9.4.0.02,7]pentadeca-1(11),2(7),3,5,12,14-hexaene-13-carbonitrile ClC1=CC=2C=3C=CC(=CC3N(C(N(C2N=C1)CC)=O)C1=C(C=C(C=C1F)NC[C@H]1NCCOC1)F)C#N